1,2-dimethylacetylene CC#CC